ClC1=C(C=C(C=C1)N1N=C(N=C1CNC(=O)NCC1=NC(=NN1C1=CC=C2C=CC=NC2=C1)C)CCO)F 1-{[1-(4-chloro-3-fluorophenyl)-3-(2-hydroxyethyl)-1H-1,2,4-triazol-5-yl]methyl}-3-{[3-methyl-1-(quinolin-7-yl)-1H-1,2,4-triazol-5-yl]methyl}urea